4-t-butylbenzaldehyde-2-d C(C)(C)(C)C=1C=C(C(C=O)=CC1)[2H]